7-(2-(5-hydroxybenzo[d]oxazol-2-yl)-5-(4-(trifluoromethyl)phenyl)oxazol-4-yl)-1,7-naphthyridin-8(7H)-one OC=1C=CC2=C(N=C(O2)C=2OC(=C(N2)N2C=CC=3C=CC=NC3C2=O)C2=CC=C(C=C2)C(F)(F)F)C1